BrC(OC1=C(C=C2C(=CC=NC2=C1)Cl)OC)(F)F 7-(bromodifluoromethoxy)-4-chloro-6-methoxyquinoline